Ethyl-4-methyl-2-((2-(3-(5-methyl-1,2,4-oxadiazol-3-yl)benzamido)ethyl)carbamoyl)thiazole-5-carboxylate C(C)OC(=O)C1=C(N=C(S1)C(NCCNC(C1=CC(=CC=C1)C1=NOC(=N1)C)=O)=O)C